C(C)N(CC)P(C1=CC=CC=C1)C1=CC=CC=C1 N,N-diethylaminodiphenylphosphine